tert-butyl 4-[3-[(2-chloro-4-cyano-phenyl)methoxy]pyrazol-1-yl]piperidine-1-carboxylate ClC1=C(C=CC(=C1)C#N)COC1=NN(C=C1)C1CCN(CC1)C(=O)OC(C)(C)C